OC(CC(=O)O)C1=CC(=CC=C1)O 3-Hydroxy-3-(3-hydroxyphenyl)propionic acid